OC1CCC(CC1)(C(=O)OC)C Methyl (1r,4r)-4-hydroxy-1-methylcyclohexane-1-carboxylate